N1CC(C1)CNC1=CC=C(C=C1)NC1=NC=CC(=N1)NC1=NC(=NC=C1)C1=NC(=CC=C1)C N2-(4-((azetidin-3-ylmethyl)amino)phenyl)-N4-(2-(6-methylpyridin-2-yl)pyrimidin-4-yl)pyrimidine-2,4-diamine